N-((1R,2S)-1-amino-2,3-dihydro-ethyl-1H-pyrrolo[2,3-b]pyridin-4-yl)-3,4-dihydro-2H-1,4-thiazine-6-carboxamide hydrochloride Cl.N[C@@H](C)N1CCC=2C1=NC=CC2NC(=O)C2=CNCCS2